BrC=1C=C(C(=O)OC)C=C(C1COC(C)=O)C(F)(F)F methyl 3-bromo-4-(acetoxymethyl)-5-(trifluoromethyl)benzoate